5-(4-bromo-3-chlorophenoxy)-1H-indole-2-carboxylic acid ethyl ester C(C)OC(=O)C=1NC2=CC=C(C=C2C1)OC1=CC(=C(C=C1)Br)Cl